ClC=1C(N(C(=C(C1)C=1NC2=CC=C(C=C2C1C(C)C)C1CCNCC1)C)C)=O 3-chloro-5-(3-isopropyl-5-(piperidin-4-yl)-1H-indol-2-yl)-1,6-dimethylpyridin-2(1H)-one